C1(=CC=CC=C1)C(C1=CC=CC=C1)=N[C@@H]1C2=C(C(N1C(CS(=O)(=O)C)C1=CC(=C(C=C1)OC)OCC)=O)SC=C2 (S)-4-((diphenylmethylene)amino)-5-(1-(3-ethoxy-4-methoxyphenyl)-2-(methylsulfonyl)ethyl)-4H-thieno[2,3-c]pyrrol-6(5H)-one